4-bromo-3-oxo-5,7-dihydro-2H-cyclopenta[c]pyridine-6,6-dicarboxylic acid dimethyl ester COC(=O)C1(CC=2C(=CNC(C2Br)=O)C1)C(=O)OC